C(\C=C/C)(=O)N1[C@@H](CCC1)C(=O)NCCN1C=NC=2C=NC(=CC21)NC=2SC(=CN2)C2=CC=C(C=C2)F (2S)-1-[(Z)-but-2-enoyl]-N-[2-[6-[[5-(4-fluorophenyl)thiazol-2-yl]amino]imidazo[4,5-c]pyridin-1-yl]ethyl]pyrrolidine-2-carboxamide